C1(CC1)C[C@@H](C(=O)OCC#N)NC(C[C@H]1N(C(CC1)=O)CC1=C(C(=CC(=C1)F)F)F)=O Cyanomethyl (S)-3-cyclopropyl-2-(2-((S)-5-oxo-1-(2,3,5-trifluorobenzyl)pyrrolidin-2-yl)acetamido)propanoate